C(CCCCCCCCCCCCCCCCCCCCCCCCC)(=O)OCCCCCCCC\C=C/CCCCCC palmitoleyl cerotate